4-(1H-1,2,3-triazol-1-yl)-1H-pyrazol-5-olate N1(N=NC=C1)C=1C=NNC1[O-]